COC1=C(C=CC(=C1)S(=O)(=O)C)NCC#CC1=C(C2=C(S1)C(=CC=C2)NC2CCN(CC2)C)CC(F)(F)F N-(2-(3-((2-methoxy-4-(methylsulfonyl)phenyl)amino)prop-1-yn-1-yl)-3-(2,2,2-trifluoroethyl)benzo[b]thiophen-7-yl)-1-methylpiperidin-4-amine